3-(ethoxycarbonyl)-2-methoxybenzoic acid C(C)OC(=O)C=1C(=C(C(=O)O)C=CC1)OC